C1(CC1)OC1=CC=C2C=CC=C(C2=C1)CCNC(CC)=O N-(2-(7-cyclopropoxy-naphthalen-1-yl)ethyl)propanamide